5-(5-fluoropyridin-3-yl)pyrrolidine-2-thione FC=1C=C(C=NC1)C1CCC(N1)=S